C12(CC3CC(CC(C1)C3)C2)C(C(=O)N)OC2=NC(=NC(=C2)OCC(C)(C)C#N)SC (ADAMANTAN-1-YL)-2-((6-(2-CYANO-2-METHYLPROPOXY)-2-(METHYLTHIO)PYRIMIDIN-4-YL)OXY)ACETAMIDE